C(CCC)N(C1=NC(=NC(=N1)N(CCCC)CCCC)N(C1CC(N(C(C1)(C)C)OCCC)(C)C)CCCC)CCCC N2,N2,N4,N4,N6-pentabutyl-N6-(1-propoxy-2,2,6,6-tetramethyl-4-piperidinyl)-1,3,5-Triazine-2,4,6-triamine